N-((5-chloro-6-((isoxazol-3-ylmethyl)amino)-1-(phenylsulfonyl)-1H-indol-2-yl)methyl)-1-methylcyclopropane-1-carboxamide ClC=1C=C2C=C(N(C2=CC1NCC1=NOC=C1)S(=O)(=O)C1=CC=CC=C1)CNC(=O)C1(CC1)C